7-acetyl-5-iodo-3-(3-(1-methyl-1H-pyrazol-4-yl)prop-2-yn-1-yl)-3H-pyrrolo[2,3-d]pyrimidin-4(7H)-one C(C)(=O)N1C=C(C2=C1N=CN(C2=O)CC#CC=2C=NN(C2)C)I